ClC=1C=C(C=C(C1)Cl)C=1N=CN(C1C=1C=CC=2N(N1)C(=CN2)C#N)CC(F)F 6-(4-(3,5-dichlorophenyl)-1-(2,2-difluoroethyl)-1H-imidazol-5-yl)imidazo[1,2-b]pyridazine-3-carbonitrile